ClC1=CC=C(C=C1)N(C(=O)N[C@@H]1CN(CC[C@H](C1)C)C1=NN=NN1)C 1-(4-chlorophenyl)-1-methyl-3-((3S,5R)-5-methyl-1-(1H-tetrazol-5-yl)azepan-3-yl)urea